N'-hydroxymethylurea OCNC(N)=O